2-(1-chloroethyl)-3-methyl-5-(2-methyl-4-(6-(trifluoromethyl)quinazolin-2-yl)phenyl)-6,7-dihydropyrazolo[1,5-a]pyrazin-4(5H)-one ClC(C)C1=NN2C(C(N(CC2)C2=C(C=C(C=C2)C2=NC3=CC=C(C=C3C=N2)C(F)(F)F)C)=O)=C1C